COC([C@H](NN1C(C(CCC1=O)N1C(C2=C(C1)C=C(S2)CNC(=O)NC2=C(C=C(C=C2)C)N(C)C)=O)=O)C(C)C)=O (3-(2-((3-(3-(dimethylamino)-4-tolyl)ureido)methyl)-6-oxo-4,6-dihydro-5H-thieno[2,3-c]pyrrol-5-yl)-2,6-dioxopiperidin-1-yl)D-valine methyl ester